1-[(4-methylphenyl)sulfonyl]-N-1,3-thiazol-2-ylprolinamide CC1=CC=C(C=C1)S(=O)(=O)N1[C@@H](CCC1)C(=O)NC=1SC=CN1